COC(=O)C1CN(CC1)CC1=CC=C(C=C1)CN1C(C=CC=C1)=O 1-(4-((2-oxopyridin-1(2H)-yl)methyl)benzyl)pyrrolidine-3-carboxylic acid methyl ester